C(C)N(C(C(C1=CC=C(C=C1)C)=O)=O)CC N,N-diethyl-2-oxo-2-(p-tolyl)acetamide